C(C)(=O)C1=C(NC2=C(C=C(C=C12)C=1C=NC=CC1)NC(=O)NCC)C 1-(3-acetyl-2-methyl-5-(pyridin-3-yl)-1H-indol-7-yl)-3-ethylurea